2-(6-fluoronaphthalen-2-yl)-5-methyloctahydropyrrolo[3,4-c]pyrrole maleate C(\C=C/C(=O)O)(=O)O.FC=1C=C2C=CC(=CC2=CC1)N1CC2CN(CC2C1)C